FC=1C(=C2C(=NC1)N(C(=C2)C=O)S(=O)(=O)C2=CC=C(C)C=C2)C2CCN(CC2)C(=O)OC(C)(C)C tert-butyl 4-(5-fluoro-2-formyl-1-tosyl-1H-pyrrolo[2,3-b]pyridin-4-yl)piperidine-1-carboxylate